[Fe].OC=1C(C2=CC=CC=C2C(C1C(=O)O)=O)=O 2-hydroxy-3-carboxy-1,4-naphthoquinone iron